C(CC)N[O-].C(CCCCCCCCCCCCCCCCCCCCC)(=O)N behenamide propyl-aminoxide